BrC1=C(C=C(C=C1)OC1CCC1)F 1-bromo-4-cyclobutyloxy-2-fluorobenzene